8-chloro-1,5-naphthyridin-2-ol ClC=1C=CN=C2C=CC(=NC12)O